O(C1=CC=CC=C1)CCOC(CC1=CC(=C(C=C1)O)OC)=O 2-(4-hydroxy-3-methoxyphenyl)acetic acid 2-phenoxyethyl ester